C(C1=CC=CC=C1)OC1=NC(=CC=C1N1C(C(C2=C(C=CC=C12)N1CCC2(OCCO2)CC1)(C)C)=O)OCC1=CC=CC=C1 1-(2,6-bis(benzyloxy)pyridin-3-yl)-3,3-dimethyl-4-(1,4-dioxa-8-azaspiro[4.5]decan-8-yl)indolin-2-one